OCCCCCC/C=C/CCCCCCCC(=O)O 16-hydroxy-(9E)-hexadec-9-enoic acid